3-(azidomethyl)-2,3-dihydropyrrolo[2,1-b]quinazoline N(=[N+]=[N-])CC1CCN2C1N=C1C=CC=CC1=C2